(2S,3R,4R,5S,6R)-2-[4-Chloro-3-(1,2,3,4-tetrahydro-quinolin-7-ylmethyl)-phenyl]-6-hydroxymethyl-tetrahydro-pyran-3,4,5-triol ClC1=C(C=C(C=C1)[C@@H]1O[C@@H]([C@H]([C@@H]([C@H]1O)O)O)CO)CC1=CC=C2CCCNC2=C1